methyl [(6S)-4-{4'-[(2-t-butoxy-2-oxoethoxy)methyl] [1,1'-biphenyl]-4-yl}-2,3,9-trimethyl-6H-thieno[3,2-f][1,2,4]triazolo[4,3-a][1,4]diazepin-6-yl]acetate C(C)(C)(C)OC(COCC1=CC=C(C=C1)C1=CC=C(C=C1)C1=N[C@H](C=2N(C3=C1C(=C(S3)C)C)C(=NN2)C)CC(=O)OC)=O